N[C@@H](C(=O)NCCOC)CCCOC1=C(C(=C(C=C1)Cl)Cl)CN1C2=NC=NC(=C2N=C1)N (R)-2-amino-5-(2-((6-amino-9H-purin-9-yl)methyl)-3,4-dichlorophenoxy)-N-(2-methoxyethyl)pentanamide